(8-bromoquinolin-3-yl)(morpholin) BrC=1C=CC=C2C=C(C=NC12)N1CCOCC1